N-(6-Methylpyridazin-3-yl)pyrazolo[1,5-a]pyrimidin-6-amine CC1=CC=C(N=N1)NC=1C=NC=2N(C1)N=CC2